tert-butyl (1S,4S,5S)-5-(5-(2-bromoacetyl)thiophen-2-yl)-5-hydroxy-2-azabicyclo[2.2.1]heptane-2-carboxylate BrCC(=O)C1=CC=C(S1)[C@]1([C@@H]2CN([C@H](C1)C2)C(=O)OC(C)(C)C)O